(2S)-2-(1-chloro-cyclopropyl)-4-[(1S)-2,2-dichloro-cyclopropyl]-1-(1H-1,2,4-triazol-1-yl)butan-2-ol ClC1(CC1)[C@@](CN1N=CN=C1)(CC[C@@H]1C(C1)(Cl)Cl)O